C1(=C(C=CC=C1)NC1=CC2=C(C3=C(O2)C=C2C(CCC(C2=C3)(C)C)(C)C)C=C1)C1=CC=CC=C1 N-([1,1'-biphenyl]-2-yl)-7,7,10,10-tetramethyl-7,8,9,10-tetrahydronaphtho[2,3-b]benzofuran-3-amine